ClC1=NC=C(C=C1N(S(=O)(=O)C)S(=O)(=O)C)B1OC(C(O1)(C)C)(C)C N-[2-chloro-5-(4,4,5,5-tetramethyl-1,3,2-dioxaborolan-2-yl)-3-pyridyl]-N-methyl-sulfonyl-methanesulfonamide